1-(p-Chlorophenylamino)-3-{1-ethyl-5-[(1-methyl-4-piperidylamino)methyl]-1H-indol-2-yl}-2-propyne ClC1=CC=C(C=C1)NCC#CC=1N(C2=CC=C(C=C2C1)CNC1CCN(CC1)C)CC